2-chloro-7-[(1R)-1-methoxyethyl]-[1,2,4]triazolo[1,5-a]pyrimidin-6-amine hydrochloride Cl.ClC1=NN2C(N=CC(=C2[C@@H](C)OC)N)=N1